C1=C(SC2=C1C1=C(C=CC=C1C=C2)O)O Naphtho[1,2-d]Thiophene-2,9-diol